S1C(=CC=C1)C1=NC2=C(N1CCCC1=CC=CC=C1)C=C(C=C2)OC (thien-2-yl)-6-methoxy-1-(3-phenylpropyl)-1H-benzo[d]Imidazole